OCC1=CC(=NC2=CC=C(C=C12)C(=O)N1C(COCC1)C1=CC=C(C=C1)C(F)(F)F)NCC1=CC=C(C=C1)OC (4-(hydroxymethyl)-2-((4-methoxybenzyl)amino)quinolin-6-yl)(3-(4-(trifluoromethyl)phenyl)morpholino)methanone